5-fluoro-4-oxo-3-(2-(1-oxo-6-(6-(trifluoromethyl)pyridin-3-yl)isoindolin-2-yl)butanamido)pentanoic acid FCC(C(CC(=O)O)NC(C(CC)N1C(C2=CC(=CC=C2C1)C=1C=NC(=CC1)C(F)(F)F)=O)=O)=O